bis(silylpropyl)-n-methylamine [SiH3]CCCN(C)CCC[SiH3]